C(C)(C)(C)OC1=NC=C(C(=N1)OC(C)(C)C)B(O)O (2,4-di-tert-butoxypyrimidin-5-yl)boronic acid